BrC1=CC=C(C=C1)C(=O)C1CC1 (4-bromophenyl)(cyclopropyl)methanone